C(C)N(C(C1=C(C=CC(=C1)F)OC1=C(N=CN=N1)N1CC2(CN(C2)[C@@H](C(C)C)CCCN[C@@H](COC)C)CC1)=O)C(C)C N-Ethyl-5-fluoro-N-isopropyl-2-((5-(2-((R)-6-(((R)-1-methoxypropan-2-yl)amino)-2-methylhexan-3-yl)-2,6-diazaspiro[3.4]oct-6-yl)-1,2,4-triazin-6-yl)oxy)benzamide